((7R)-7-amino-2-azabicyclo[2.2.1]heptan-2-yl)(2-(1'-(cyclopropylmethyl)-1-methyl-1H,1'H-[6,7'-biindol]-2'-yl)-7-methoxy-1-methyl-1H-benzo[d]imidazol-5-yl)methanone N[C@H]1C2N(CC1CC2)C(=O)C2=CC1=C(N(C(=N1)C=1N(C3=C(C=CC=C3C1)C1=CC=C3C=CN(C3=C1)C)CC1CC1)C)C(=C2)OC